quinazolin-8-yl trifluoromethanesulfonate FC(S(=O)(=O)OC=1C=CC=C2C=NC=NC12)(F)F